OC(CC[C@@H](C)C1CCC2C3CC=C4CC(CCC4(C3CCC12C)C)O)(CCC)CCC 17-((R)-5-Hydroxy-5-propyloctan-2-yl)-10,13-dimethyl-2,3,4,7,8,9,10,11,12,13,14,15,16,17-tetradecahydro-1H-cyclopenta[a]phenanthren-3-ol